N(=[N+]=[N-])[C@@H]1C[C@H](N(C1)C(=O)OCC1C2=CC=CC=C2C2=CC=CC=C12)C(=O)O (2S,4R)-4-azido-1-Fmoc-pyrrolidine-2-carboxylic acid